C1(=CCCCC1)N1C(CC[C@H]1C1=NC2=C(N1[C@H]1CN(CC1)S(=O)(=O)C)C=CC(=C2)C=2C(=NOC2C)C)=O (S)-1-(cyclohex-1-en-1-yl)-5-(5-(3,5-dimethylisoxazol-4-yl)-1-((R)-1-(methylsulfonyl)pyrrolidin-3-yl)-1H-benzo[d]imidazol-2-yl)pyrrolidin-2-one